2-amino-5-chlorobenzophenone NC1=C(C(=O)C2=CC=CC=C2)C=C(C=C1)Cl